BrC=1C=C(C2=C(C(OC(=N2)C=2N(N=C(C2)I)C2=NC=CC=C2Cl)=O)C1)Cl 6-bromo-8-chloro-2-[2-(3-chloro-2-pyridyl)-5-iodo-pyrazol-3-yl]-3,1-benzoxazin-4-one